N(CC(=O)O)(CC(=O)O)CC(=O)O nitrilo-triacetic acid